CN[C@@H](CCCNC(N)=N)C(=O)O N-Methylarginin